[C@H]12N(CCN[C@@H]2CC1)C1=C(C=C2C=NN(C2=C1)C=1C=NN(C1)C1CC1)Cl 6-((1S,6R)-2,5-diazabicyclo[4.2.0]octan-2-yl)-5-chloro-1-(1-cyclopropyl-1H-pyrazol-4-yl)-1H-indazole